norbornadienylrhodium C12=C(C=C(CC1)C2)[Rh]